thallium-titanium-silver [Ag].[Ti].[Tl]